CC1(C(NCC1)=O)C1=CC(=C(C=C1)NC1=CC=C(C=C1)C(F)(F)F)B1OC(C(O1)(C)C)(C)C 3-methyl-3-(3-(4,4,5,5-tetramethyl-1,3,2-dioxaborolan-2-yl)-4-((4-(trifluoromethyl)phenyl)amino)phenyl)pyrrolidin-2-one